acrylic acid benzyl ester C(C1=CC=CC=C1)OC(C=C)=O